ClC1=NC2=C(C(=C(C=C2C(=N1)N1C[C@H]2CC[C@@H](C1)N2C(=O)OC(C)(C)C)Cl)C2=CC(=CC1=CC=C(C(=C21)CC)F)OCOC)F tert-butyl (1R,5S)-3-((R or S)-2,6-dichloro-7-(8-ethyl-7-fluoro-3-(methoxymethoxy) naphthalen-1-yl)-8-fluoroquinazolin-4-yl)-3,8-diazabicyclo[3.2.1]Octane-8-carboxylate